NCC1=C(N)C=CC=C1Br 2-(Aminomethyl)-3-bromoaniline